ClC1=CC=C2C(=C(NC2=C1C=1C(=NN(C1C)C)C)C(=O)OCC)CCCN(C1=CC=CC2=CC=CC=C12)C ethyl 6-chloro-3-(3-(methyl(naphthalen-1-yl)amino)propyl)-7-(1,3,5-trimethyl-1H-pyrazol-4-yl)-1H-indole-2-carboxylate